N-({(1r,4r)-4-[6-(1-cyclopropyl-1H-pyrazol-4-yl)-2H-indazol-2-yl]cyclohexyl}methyl)-3,5-difluoro-4-hydroxybenzamide C1(CC1)N1N=CC(=C1)C=1C=CC2=CN(N=C2C1)C1CCC(CC1)CNC(C1=CC(=C(C(=C1)F)O)F)=O